C(#N)C=1C(=NNC1NC(C=CC=1C=NC(=CC1)F)=O)C1=CN=NC=C1C N-(4-Cyano-3-(5-methylpyridazin-4-yl)-1H-pyrazol-5-yl)-3-(6-fluoropyridin-3-yl)propenamide